C1(CC1)C=1C(=NON1)C(=O)N[C@H](C=1N=C2N(N=CC(=C2)C[C@@H]2C(N[C@@H](C2)C(C)C)=O)C1)C1CCC(CC1)(F)F |o1:21,24| 4-Cyclopropyl-N-[(S)-(4,4-difluorocyclohexyl)-[7-[[(3S*,5S*)-5-isopropyl-2-oxo-pyrrolidin-3-yl]methyl]imidazo[1,2-b]pyridazin-2-yl]methyl]-1,2,5-oxadiazole-3-carboxamide